BrC=1C=C(C(=NC1F)N)I 5-bromo-6-fluoro-3-iodopyridin-2-amine